2-(Perfluorooctyl)ethanthiol FC(C(C(C(C(C(C(C(F)(F)F)(F)F)(F)F)(F)F)(F)F)(F)F)(F)F)(CCS)F